4-fluoro-2-methoxy-benzonitrile FC1=CC(=C(C#N)C=C1)OC